2-chloro-3'-(4-methoxy-5-(((2-methoxypyridin-4-yl)amino)methyl)picolinamido)-2'-methyl-[1,1'-biphenyl] ClC1=C(C=CC=C1)C1=C(C(=CC=C1)NC(C1=NC=C(C(=C1)OC)CNC1=CC(=NC=C1)OC)=O)C